6-(((6-oxopiperidin-3-yl)amino)methyl)-2-iminooctanoic acid O=C1CCC(CN1)NCC(CCCC(C(=O)O)=N)CC